5-((4-(2-azaspiro[3.4]octan-2-yl)phenyl)amino)-2-methylisoindolin-1-one C1N(CC12CCCC2)C2=CC=C(C=C2)NC=2C=C1CN(C(C1=CC2)=O)C